FC(C=1C=CC=2N(N1)C(=CN2)C2=CC(=NC=N2)N2CCOC1(C2)CCN(CC1)S(=O)(=O)C)F 4-(6-(6-(difluoromethyl)imidazo[1,2-b]pyridazin-3-yl)pyrimidin-4-yl)-9-(methylsulfonyl)-1-oxa-4,9-diazaspiro[5.5]undecane